C(#N)C1=CC=C(C=C1)C1=CC(=CC=2N1N=CN2)C(=O)NC=2N=NC(=CC2)C 5-(4-cyanophenyl)-N-(6-methylpyridazin-3-yl)-[1,2,4]triazolo[1,5-a]pyridine-7-carboxamide